OC1=C(C2=CC=CC=C2C=C1)C=NN 2-hydroxy-1-naphthaldehyde hydrazone